F[C@H]1C[C@]2(CCC(N2C1)=O)C(=O)OCC Ethyl (2S,7aR)-2-fluoro-5-oxotetrahydro-1H-pyrrolizine-7a(5H)-carboxylate